(2-methoxycarbonylthiazol-4-yl)boronic acid COC(=O)C=1SC=C(N1)B(O)O